CC1=CNC=2C(=CC=C(C12)C#N)[N+](=O)[O-] 3-methyl-7-nitro-1H-indole-4-carbonitrile